COC(=O)CCCCCCCCCCOC=1C2=CC=CC=C2C(=C2C=CC=CC12)OCCCCCCCCCCC(=O)OC 9,10-bis(methoxycarbonyldecamethyleneoxy)anthracene